1-(3,3-difluorocyclopentyl)-3-(4-((5,5-dimethyl-2,4-dioxo-3-(4-((trifluoromethyl)thio)phenyl)imidazolidin-1-yl)methyl)pyridin-2-yl)urea FC1(CC(CC1)NC(=O)NC1=NC=CC(=C1)CN1C(N(C(C1(C)C)=O)C1=CC=C(C=C1)SC(F)(F)F)=O)F